perfluoro-1-octanesulfonic acid potassium salt [K+].FC(C(C(C(C(C(C(C(F)(F)F)(F)F)(F)F)(F)F)(F)F)(F)F)(F)F)(S(=O)(=O)[O-])F